CN(C(=O)C1=CSC=C1)CC1=CC=C(C=C1)OC1=CC=CC=C1 N-methyl-N-(4-phenoxybenzyl)thiophene-3-carboxamide